5-chloro-7-fluoro-2-(pyrrolidin-1-ylsulfonyl)-4-(4,4,5,5-tetramethyl-1,3,2-dioxaborolan-2-yl)-1H-indole ClC=1C(=C2C=C(NC2=C(C1)F)S(=O)(=O)N1CCCC1)B1OC(C(O1)(C)C)(C)C